7-methoxy-6-(4-methoxyphenyl)-2,3-diphenyl-N-(pyrimidin-4-yl)pyrazolo[1,5-a]pyrimidin-5-amine COC1=C(C(=NC=2N1N=C(C2C2=CC=CC=C2)C2=CC=CC=C2)NC2=NC=NC=C2)C2=CC=C(C=C2)OC